ClC1=C(C2=C(NC(O[C@]23CN(CC3)C=3C=NC=C(C(=O)NCC=2C=NC(=CC2)CN2C(C=CC=C2)=O)C3)=O)C=C1)F (S)-5-(6-Chloro-5-fluoro-2-oxo-1,2-dihydrospiro[benzo[d][1,3]oxazine-4,3'-pyrrolidin]-1'-yl)-N-((6-((2-oxopyridin-1(2H)-yl)methyl)pyridin-3-yl)methyl)nicotinamide